C(CCCCCCCC)OC(C\C=C/C=C)OCCCCCCCCC (3Z)-6,6-dinonyloxy-1,3-hexadiene